C1(CC1)CN1C=NC2=CC=C(C=C2C1=O)C=1C=CC(=NC1)NC(CCC(C)(F)F)=O N-(5-(3-(cyclopropylmethyl)-4-oxo-3,4-dihydro-quinazolin-6-yl)pyridin-2-yl)-4,4-difluorovaleramide